CN1C(=C(C(C=C1C)=O)O)C(NC(C)=S)C=1NC2=C(N1)C=CC(=C2)C#N 1,6-dimethyl-2-((5-cyano-2-benzimidazolyl)-thioacetamidomethyl)-3-hydroxy-4-pyridone